OCCN1C[C@H](CCC1)N1N=CC(=C1)C=1C=C(C=2N(C1)N=CC2C#N)SC 6-[1-[(3S)-1-(2-hydroxyethyl)-3-piperidyl]pyrazol-4-yl]-4-methylsulfanyl-pyrazolo[1,5-a]pyridine-3-carbonitrile